BrC1=C(C=C2C(N(C(C2=C1)=O)C1C(NC(CC1)=O)=O)=O)CN(C1CCN(CC1)C1=NC(=C(C(=O)N)C=C1)C1=CC=C(C=C1)OC1=CC=CC=C1)C 6-(4-(((6-bromo-2-(2,6-dioxopiperidin-3-yl)-1,3-dioxoisoindolin-5-yl)methyl)(methyl)amino)piperidin-1-yl)-2-(4-phenoxyphenyl)nicotinamide